O1N=CC(=C1)C1=CC(=C2C=NNC2=C1)OCCOCCCCNCC=1C=C(C=C(C1)C(F)(F)F)CO (3-(((4-(2-((6-(isoxazol-4-yl)-1H-indazol-4-yl)oxy)ethoxy)butyl)amino)methyl)-5-(trifluoromethyl)phenyl)methanol